(S)-N-(pyrrolidin-3-yl)-5-(trifluoromethyl)pyridin-2-amine N1C[C@H](CC1)NC1=NC=C(C=C1)C(F)(F)F